4-(4,4,5,5-tetramethyl-1,3,2-dioxaborolan-2-yl)-1,5-naphthyridine CC1(OB(OC1(C)C)C1=CC=NC2=CC=CN=C12)C